iron-sodium chloride [Cl-].[Na+].[Fe+2].[Cl-].[Cl-]